FC=1C(=NC(=NC1)N[C@@H]1CC[C@H](CC1)NC(C)=O)C1=CC(=CC=C1)N1C(C=CC(=C1)C)=O trans-N-(4-((5-fluoro-4-(3-(5-methyl-2-oxopyridin-1(2H)-yl)phenyl)pyrimidin-2-yl)amino)cyclohexyl)acetamide